C1(CC1)[C@@H](C)NC1=NC(=NC(=N1)N[C@H](C)C1CC1)N1N=C(C=C1)C(F)(F)F N2,N4-bis((R)-1-cyclopropylethyl)-6-(3-(trifluoromethyl)-1H-pyrazol-1-yl)-1,3,5-triazine-2,4-diamine